NC(C(=O)O)CC1=CNC2=CC=C(C(=C12)O)CC=C(C)C 2-amino-3-[4-hydroxy-5-(3-methyl-2-butenyl)-1H-indol-3-yl]propionic acid